6-Isobutyrylamino-8-o-nitrobenzenesulfonylaminopyrrolo[4,3,2-de]quinoline-4-carboxylic acid ethyl ester C(C)OC(=O)C=1N=C2C(=CC(=C3C2=C(C1)C=N3)NS(=O)(=O)C3=C(C=CC=C3)[N+](=O)[O-])NC(C(C)C)=O